Nicotinaldehyd C(C1=CN=CC=C1)=O